C(C)[NH+](CC)CC.C(C(=O)[O-])(=O)[O-].C(C)[NH+](CC)CC oxalic acid, triethylammonium salt